C(C)(C)(C)C1=C(C(=C2C=C(C(C2=C1)[Si](C)(C)Cl)C(C)C)C1=CC(=CC(=C1)C)C)OC [6-tert-butyl-4-(3,5-dimethylphenyl)-2-isopropyl-5-methoxy-1H-inden-1-yl]chlorodimethylsilane